OC(CS(=O)(=O)O)CO 2,3-dihydroxypropane-1-sulfonic acid